2-(((1RS,6SR)-5-(2-(5-chloropyridin-2-yl)-2-methylbenzo[d][1,3]dioxol-4-yl)-2,5-diazabicyclo[4.2.0]octan-2-yl)methyl)-1-(((S)-oxetan-2-yl)methyl)-1H-benzo[d]imidazole-6-carboxylic acid ClC=1C=CC(=NC1)C1(OC2=C(O1)C=CC=C2N2CCN([C@@H]1CC[C@H]21)CC2=NC1=C(N2C[C@H]2OCC2)C=C(C=C1)C(=O)O)C |&1:20,23|